tert-Butyl (1R,3r,5S)-3-(4-bromo-5-methyl-1H-pyrazol-1-yl)-8-azabicyclo[3.2.1]octane-8-carboxylate BrC=1C=NN(C1C)C1C[C@H]2CC[C@@H](C1)N2C(=O)OC(C)(C)C